2-[6-(ethoxycarbonyl)-5-methyl-2,4-dioxo-1-(2-oxo-2-phenylethyl)-1H,2H,3H,4H-thieno[2,3-d]pyrimidin-3-yl]acetic acid C(C)OC(=O)C1=C(C2=C(N(C(N(C2=O)CC(=O)O)=O)CC(C2=CC=CC=C2)=O)S1)C